C(C)(C)OC(=O)P(=O)(OC1=C2[C@H]3[C@H](C(OC2=CC(=C1)CCCCC)(C)C)CCC(=C3)C)N[C@@H](C)C(=O)OCC Ethyl ((isopropoxycarbonyl)(((6aR,10aR)-6,6,9-trimethyl-3-pentyl-6a,7,8,10a-tetrahydro-6H-benzo[c]chromen-1-yl)oxy)phosphoryl)-L-alaninate